N-[4-(chlorodifluoromethoxy)phenyl]-6-[(3R)-3-hydroxypyrrolidin-1-yl]-5-[1-(oxan-2-yl)-1H-pyrazol-4-yl]pyridine-3-carboxamide ClC(OC1=CC=C(C=C1)NC(=O)C=1C=NC(=C(C1)C=1C=NN(C1)C1OCCCC1)N1C[C@@H](CC1)O)(F)F